5-{[3-(3-bromo-5-ethoxyphenyl)oxetan-3-yl]methyl}-4-methyl-1,2,4-triazole-3-thiol BrC=1C=C(C=C(C1)OCC)C1(COC1)CC=1N(C(=NN1)S)C